CCCCCCCC(CCCCCC)CC(=O)[O-] (Z)-8-tetradecylacetate